BrC1=CC=C2C(=NC(=NC2=C1F)OCC1(N(CCC1OC)C)C)N1CC(CCC1)(O)C 1-(7-bromo-8-fluoro-2-((3-methoxy-1,2-dimethylpyrrolidin-2-yl)methoxy)quinazolin-4-yl)-3-methylpiperidin-3-ol